C[C@@]12CC[C@H]3C(=CC[C@@H]4[C@@]3(CC[C@H](C4(C)C)O)C)[C@]1(CC[C@H]2[C@@H]5CC(=O)OC5)C The molecule is a tetracyclic triterpenoid found in Dysoxylum lenticellatum. It has a role as a metabolite and a plant metabolite. It is a tetracyclic triterpenoid and a butan-4-olide.